12-hydroxy-7,13,15-octadecatrienoic acid OC(CCCC=CCCCCCC(=O)O)C=CC=CCC